N1-(2-(dimethylamino)ethyl)-N4-(4-(1,5'-dimethylspiro[pyrrolidin-3,3'-pyrrolo[3,2-b]pyridin]-1'(2'H)-yl)pyrimidin-2-yl)-5-methoxy-N1-methylbenzene-1,2,4-triamine CN(CCN(C=1C(=CC(=C(C1)OC)NC1=NC=CC(=N1)N1CC2(C3=NC(=CC=C31)C)CN(CC2)C)N)C)C